C(C)(C)(C)OC(=O)N1CCC(CC1)C1=C(C=CC(=C1)B1OC(C(O1)(C)C)(C)C)C1=CC=C(C=C1)C1=NN(N=C1)COCC[Si](C)(C)C 4-(4-(4,4,5,5-tetramethyl-1,3,2-dioxaborolan-2-yl)-4'-(2-((2-(trimethylsilyl)ethoxy)methyl)-2H-1,2,3-triazol-4-yl)-[1,1'-biphenyl]-2-yl)piperidine-1-carboxylic acid tert-butyl ester